CC1=C(C(=O)OC2=CC=CC=C12)C Dimethylcoumarin